2-((2-((4-(((1-(4-(2,6-Dioxopiperidin-3-yl)phenyl)piperidin-4-yl)amino)methyl)-phenyl)amino)-5-(trifluoromethyl)pyrimidin-4-yl)amino)-N-methylbenzamide O=C1NC(CCC1C1=CC=C(C=C1)N1CCC(CC1)NCC1=CC=C(C=C1)NC1=NC=C(C(=N1)NC1=C(C(=O)NC)C=CC=C1)C(F)(F)F)=O